C(C)(=O)O (+)-acetic acid